3-fluoro-N-(4-(2-(tetrahydrofuran-3-yl)acetamido)phenyl)-5,7-dihydro-6H-pyrrolo[3,4-b]pyridine-6-carboxamide FC=1C=C2C(=NC1)CN(C2)C(=O)NC2=CC=C(C=C2)NC(CC2COCC2)=O